1-(5-((1H-pyrrol-1-yl)methyl)pyrimidin-2-yl)piperidin N1(C=CC=C1)CC=1C=NC(=NC1)N1CCCCC1